2-benzyl-2-azaspiro[3.3]heptan-6-yl (2R,6S)-4-(5,6-difluoro-1,3-benzothiazol-2-yl)-2,6-dimethylpiperazine-1-carboxylate FC=1C(=CC2=C(N=C(S2)N2C[C@H](N([C@H](C2)C)C(=O)OC2CC3(CN(C3)CC3=CC=CC=C3)C2)C)C1)F